tert-butyl 7-(1-((2-(trimethylsilyl)ethoxy)methyl)-1H-pyrazol-4-yl)-2,7-diazaspiro[3.5]nonane-2-carboxylate C[Si](CCOCN1N=CC(=C1)N1CCC2(CN(C2)C(=O)OC(C)(C)C)CC1)(C)C